4-(8-((3-bromo-1-methyl-1H-pyrazol-5-yl)sulfonyl)-8-azaspiro[4.5]decan-2-yl)morpholine BrC1=NN(C(=C1)S(=O)(=O)N1CCC2(CCC(C2)N2CCOCC2)CC1)C